7-(3-Isopropylbicyclo[1.1.1]pentan-1-yl)-5,5-dimethyl-7-oxoheptanenitrile C(C)(C)C12CC(C1)(C2)C(CC(CCCC#N)(C)C)=O